C(CCCCCCCCC)(=O)N[C@@H](CC=1N=C2N(C=CC(=C2)C(=O)O)C1)C(=O)NCCCCCC (S)-2-(2-decanamido-3-(hexylamino)-3-oxopropyl)imidazo[1,2-a]pyridine-7-carboxylic acid